NCC1CN(C2=CC=CC=C12)C(=O)OC(C)(C)C tert-Butyl 3-(aminomethyl)indoline-1-carboxylate